5-nitro-2-(1-piperidyl)pyrimidine [N+](=O)([O-])C=1C=NC(=NC1)N1CCCCC1